ClC=1C=CC(=C(C1)N1CC(N(CC1=O)C(C(=O)O)CC1=CC=CC=C1)=O)N1N=NN=C1 2-(4-(5-chloro-2-(1H-tetrazol-1-yl)phenyl)-2,5-dioxopiperazin-1-yl)-3-phenylpropanoic acid